(2Z)-4-hydroxy-2-butene-1-carbamic acid tert-butyl ester C(C)(C)(C)OC(NC\C=C/CO)=O